C1(=CC=CC=C1)OC(=O)N1[C@@H](CCC1)C1=NC(=NO1)CCCC1=CC=CC=C1 (S)-2-(3-(3-phenylpropyl)-1,2,4-oxadiazol-5-yl)pyrrolidine-1-carboxylic acid phenyl ester